FC1=CC(=C(C=C1)C1=CC(=NC=C1)NC(N)=O)OC 3-(4-(4-fluoro-2-methoxyphenyl)pyridin-2-yl)urea